p-ethoxyphenyldimethylmethane C(C)OC1=CC=C(C=C1)C(C)C